N-(4-cyclohexylphenyl)-9,9-bis(4-tert-butylphenyl)-9H-fluoren-2-amine C1(CCCCC1)C1=CC=C(C=C1)NC1=CC=2C(C3=CC=CC=C3C2C=C1)(C1=CC=C(C=C1)C(C)(C)C)C1=CC=C(C=C1)C(C)(C)C